tert-butyl (7-methoxy-1-methyl-1H-indazol-4-yl)carbamate COC=1C=CC(=C2C=NN(C12)C)NC(OC(C)(C)C)=O